FC=1C=C(C=C(C1)F)C(C)OC=1C=C2C(=NNC2=CC1)C1=NC2=C(N1)CN(C2)C2CCN(CC2)CC 5-(1-(3,5-difluorophenyl)ethoxy)-3-(5-(1-ethylpiperidin-4-yl)-1,4,5,6-tetrahydropyrrolo[3,4-d]imidazol-2-yl)-1H-indazole